2-[5-(difluoromethyl)-3-isoxazolyl]-3-fluorophenol FC(C1=CC(=NO1)C1=C(C=CC=C1F)O)F